NC1=CC(=NO1)C1CCN(CC1)C(=O)C1=CC=C(C=C1)S(=O)(=O)C (4-(5-aminoisoxazol-3-yl)piperidin-1-yl)(4-(methylsulfonyl)phenyl)methanone